C(C)(C)(C)OC(=O)N1CC2=CC=C(C=C2CC1)C1=NC(=C(C2=C1C=CS2)C2=C(C=C(C=C2)F)OCCOC)C=2C=C(C(=O)O)C=CC2 3-[4-(2-tert-butoxycarbonyl-3,4-dihydro-1H-isoquinolin-6-yl)-7-[4-fluoro-2-(2-methoxyethoxy)phenyl]thieno[3,2-c]pyridin-6-yl]benzoic acid